(2-(((2S,4S)-4-((2-((2,4-difluorophenoxy)methyl)pyrimidin-4-yl)oxy)-2-methylpiperidin-1-yl)methyl)-1-(((S)-oxetan-2-yl)methyl)-1H-benzo[d]imidazol-6-yl)propanoic acid FC1=C(OCC2=NC=CC(=N2)O[C@@H]2C[C@@H](N(CC2)CC2=NC3=C(N2C[C@H]2OCC2)C=C(C=C3)C(C(=O)O)C)C)C=CC(=C1)F